(1R,2S)-2-aminocyclopentan-1-ol hydrochloride Cl.N[C@@H]1[C@@H](CCC1)O